O1C2=C(NC(C1)=O)C=CC=C2 2H-benzo[b][1,4]Oxazin-3(4H)-one